C(CCCCCCCCCCCCCCCCC)(=O)OCC(COC(CCCCCCCCCCCCCCCCC)=O)(COC(CCCCCCCCCCCCCCCCC)=O)N(C)C 2-(dimethylamino)-2-((stearoyloxy)methyl)propane-1,3-diyl distearate